N-[3-[5-chloro-2-(difluoromethoxy)phenyl]1-[[2-[1-[3-(dimethylamino)propyl]azetidin-3-yl]tetrazol-5-yl]methyl]pyrazol-4-yl]pyrazolo[1,5-a]pyrimidine-3-carboxamide ClC=1C=CC(=C(C1)C1=NN(C=C1NC(=O)C=1C=NN2C1N=CC=C2)CC=2N=NN(N2)C2CN(C2)CCCN(C)C)OC(F)F